2-(5-(((1S,2S,3R,5R)-2-fluoro-8-azabicyclo[3.2.1]octan-3-yl)(methyl)amino)pyrazin-2-yl)-5-(1-(fluoromethyl)-1H-pyrazol-4-yl)phenol F[C@H]1[C@@H]2CC[C@H](C[C@H]1N(C=1N=CC(=NC1)C1=C(C=C(C=C1)C=1C=NN(C1)CF)O)C)N2